6-((1-(5-(2,4-dimethoxypyrimidin-5-yl)pyrazolo[1,5-a]pyrimidin-7-yl)-4,4-difluoropyrrolidin-3-yl)oxy)-1-(2,2,2-trifluoroethyl)-1H-pyrazolo[4,3-c]pyridine COC1=NC=C(C(=N1)OC)C1=NC=2N(C(=C1)N1CC(C(C1)(F)F)OC1=CC3=C(C=N1)C=NN3CC(F)(F)F)N=CC2